C(C)OC(\C(=C/NC=1C(=C2C=C(NC2=CC1)C)F)\C1=NC(=C(C=C1C(=O)OC)OC)OC)=O methyl 2-[(1Z)-3-ethoxy-1-[(4-fluoro-2-methyl-1H-indol-5-yl)amino]-3-oxoprop-1-en-2-yl]-5,6-dimethoxypyridine-3-carboxylate